2-(2,6-dioxopiperidin-3-yl)-4-fluoro-5-(((5-methoxy-4-((4-(1-methyl-1H-indole-3-yl)pyrimidin-2-yl)amino)-2-nitrophenyl)amino)methyl)isoindoline-1,3-dione O=C1NC(CCC1N1C(C2=CC=C(C(=C2C1=O)F)CNC1=C(C=C(C(=C1)OC)NC1=NC=CC(=N1)C1=CN(C2=CC=CC=C12)C)[N+](=O)[O-])=O)=O